C(C)S(=O)(=O)C=1C=C(C=NC1N1N=C2C(C=NC(=C2)C(F)(F)F)=C1)CC#N 2-[5-ethyl-sulfonyl-6-[6-(trifluoromethyl)pyrazolo[4,3-c]pyridin-2-yl]-3-pyridyl]acetonitrile